ClC1=C(C=NC=C1)CN1C(=NC=2N(C(N(C(C12)=O)CCCO)=O)C)OC1=CC(=CC=C1)OC(F)(F)F 7-((4-chloropyridin-3-yl)methyl)-1-(3-hydroxypropyl)-3-methyl-8-(3-(trifluoromethoxy)phenoxy)-1H-purine-2,6(3H,7H)-dione